NC1CN(CC1)C1=CC=C2N=CC(=NC2=C1)C=1C(=NN(C1)[C@@H]1C[C@H](C1)CNC=1C=C2C(N(C(C2=CC1)=O)C1C(NC(CC1)=O)=O)=O)C1CC1 5-(((Trans-3-(4-(7-(3-aminopyrrolidin-1-yl)quinoxalin-2-yl)-3-cyclopropyl-1H-pyrazol-1-yl)cyclobutyl)methyl)amino)-2-(2,6-dioxopiperidin-3-yl)isoindoline-1,3-dione